1-(5-tert-butyl-2H-pyrazol-3-yl)-3-{4-[5-(3-dibutylaminopropoxy)-benzimidazol-1-yl]-phenyl}-urea C(C)(C)(C)C=1C=C(NN1)NC(=O)NC1=CC=C(C=C1)N1C=NC2=C1C=CC(=C2)OCCCN(CCCC)CCCC